N-methyl-O-(5-methylpyrazin-2-yl)homoserine CN[C@@H](CCOC1=NC=C(N=C1)C)C(=O)O